5,6-dimethyl-1H-benzo[d][1,2,3]triazol CC1=CC2=C(NN=N2)C=C1C